1,3,3-trimethyl-6-((R)-4-methylcyclohex-3-en-1-yl)octahydrobenzo[c]isoxazole CN1OC(C2C1CC(CC2)[C@H]2CC=C(CC2)C)(C)C